6,6-dimethyl-8,11-dioxadispiro[3.2.4.2]Tridecan-2-one CC1(CC2(CC(C2)=O)CCC12OCCO2)C